C(=O)C=1C=C(C(=O)NC2=CC(=CC(=C2)C(F)(F)F)N2C=NC(=C2)C)C=CC1C 3-formyl-4-methyl-N-[3-(4-methyl-1H-imidazol-1-yl)-5-(trifluoromethyl)phenyl]benzamide